6-hydroxy-5-methylpyridazine-3-carbonitrile OC1=C(C=C(N=N1)C#N)C